C(C1=CC=CC=C1)(=O)OCC(C(CC)OC(C1=CC=CC=C1)=O)(C)C 2,2-dimethyl-1,3-Pentylene Glycol Dibenzoate